CC=1C(C2=CC=C(C=C2C(C1O)=O)C)=O 2,6-dimethyl-3-hydroxy-1,4-naphthoquinone